[N-](S(=O)(=O)C(F)(F)F)S(=O)(=O)C(F)(F)F.C(CCC)[N+]1(C(CCC1)CCC)C 1-butyl(propyl)-1-methylpyrrolidinium bis(trifluoromethylsulfonyl)imide